4-Amino-8-[2-(hydroxymethyl)-4-pyridyl]-2-oxo-N-propyl-1H-quinoline-3-carboxamide NC1=C(C(NC2=C(C=CC=C12)C1=CC(=NC=C1)CO)=O)C(=O)NCCC